C(=C)OC(C=C)=O vinylacrylate